NC1C2OC(C3CC(CCC3C3NCCCC3OC3CNN(C3[C@@H](CN1)C2)CC2CC2)F)C (R)-23-amino-3-(cyclopropylmethyl)-17-fluoro-20-methyl-7,21-dioxa-3,4,12,24-tetraazapentacyclo[20.3.1.02,6.08,13.014,19]hexacosane